C(C1=CC=CC=C1)OC1=CC(=NC2=CC=NC=C12)C1=CC(=NC=C1C1CCC(CC1)C(F)(F)F)C(F)(F)F 4-benzyloxy-2-[2-(trifluoromethyl)-5-[4-(trifluoromethyl)cyclohexyl]-4-pyridyl]-1,6-naphthyridine